ClC1=C(C=C(C(=O)NC2CN(CCC2)C=2N=NC(=CC2)C2=C(C=CC=C2)Cl)C=C1)F 4-chloro-N-(1-(6-(2-chlorophenyl)pyridazin-3-yl)piperidin-3-yl)-3-fluorobenzamide